N1=CC(=CC=C1)N1N=CC(=C1)C(=O)NC1CCC(CC1)NC1=CC(=NC2=CC=C(C=C12)Cl)C(F)(F)F 1-(pyridin-3-yl)-N-[(1s,4s)-4-{[6-chloro-2-(trifluoromethyl)quinolin-4-yl]amino}cyclohexyl]-1H-pyrazole-4-carboxamide